methyl-isopropyl-ferrocene CC=1[C-](C=CC1)C(C)C.[CH-]1C=CC=C1.[Fe+2]